F[B-](F)(F)F.C(C)OC1=C(C(CC(C1)(C)C)=[O+]CC)C1=CC=NC=C1 (E)-[3-Ethoxy-5,5-dimethyl-2-(4-pyridyl)cyclohex-2-en-1-yliden]-ethyl-oxonium Tetrafluoroborat